1'-(tert-Butyloxycarbonyl)-6-iodospiro[chroman-3,4'-piperidine]-5-carboxylic acid C(C)(C)(C)OC(=O)N1CCC2(CC1)COC=1C=CC(=C(C1C2)C(=O)O)I